CC(CCC)CC(CC(CC(CCCCCC(CCCCCC)C)C)C)C 4,6,8,10,16-PENTAMETHYLDOCOSAN